1-(4-(3-(4-fluorophenyl)-7-methoxy-2H-chromen-4-yl)phenyl)-4-isopropylpiperazine FC1=CC=C(C=C1)C=1COC2=CC(=CC=C2C1C1=CC=C(C=C1)N1CCN(CC1)C(C)C)OC